CC(COCC=1C=NC=CC1)(C)O 2-methyl-1-(3-pyridylmethoxy)propan-2-ol